BrC=1C(=CC(=C(C1)C(CC(C)=O)=O)O)OCOC 1-[5-bromo-2-hydroxy-4-(methoxymethyloxy)phenyl]Butane-1,3-dione